C(CCC)C1=NC=2C(=C3C(=NC2N)C=C(S3)C)N1CC1CCNCC1 2-Butyl-7-methyl-1-(piperidin-4-ylmethyl)-1H-imidazo[4,5-d]thieno[3,2-b]pyridine-4-amine